O=C1NC(CC[C@H]1N1C(C2=CC=C(C=C2C1=O)N1CCC(CC1)C(=O)N)=O)=O 1-{2-[(3R)-2,6-dioxopiperidin-3-yl]-1,3-Dioxo-2,3-dihydro-1H-isoindol-5-yl}piperidine-4-carboxamide